N1N=CC(=C1)C1=CC=C(CN2C[C@@]3([C@@H](N[C@H]([C@@H]3C3=C(C=CC=C3)Cl)C(=O)NC3=C(C=C(C(=O)O)C=C3)OC)CC(C)(C)C)C3=CC(=CC=C23)Cl)C=C1 4-((2'S,3S,4'S,5'R)-1-(4-(1H-pyrazol-4-yl)benzyl)-5-chloro-4'-(2-chlorophenyl)-2'-neopentylspiro[indoline-3,3'-pyrrolidine]-5'-carboxamido)-3-methoxybenzoic acid